FC(C1=CC=C(C=C1)N1CC(CC2=NC=CC=C12)CNC(C1=CC=CC=C1)=O)(F)F N-((1-(4-(trifluoromethyl)phenyl)-1,2,3,4-tetrahydro-1,5-naphthyridin-3-yl)methyl)benzamide